N-(4-((10H-benzo[b]pyrido[2,3-e][1,4]oxazin-4-yl)oxy)-3-fluorophenyl)-5-(3,5-difluorophenyl)-1-isopropyl-4-oxo-1,4-dihydropyridine-3-carboxamide N1=CC=C(C2=C1NC1=C(O2)C=CC=C1)OC1=C(C=C(C=C1)NC(=O)C1=CN(C=C(C1=O)C1=CC(=CC(=C1)F)F)C(C)C)F